(2S,4s,8r)-8-methyl-2-(4-(4-(1-methylcyclopropyl)phenyl)piperidine-1-carbonyl)-7-oxa-5-azaspiro[3.4]octan-6-one C[C@H]1OC(NC12CC(C2)C(=O)N2CCC(CC2)C2=CC=C(C=C2)C2(CC2)C)=O